6-((4-((4-cyclopropyl-2-(methanesulfonyl)phenyl)amino)-2-methyl-3-oxo-2,3-dihydro-1H-pyrazolo[3,4-b]pyridin-6-yl)amino)nicotinonitrile C1(CC1)C1=CC(=C(C=C1)NC1=C2C(=NC(=C1)NC1=NC=C(C#N)C=C1)NN(C2=O)C)S(=O)(=O)C